5-Chloro-1-(ethoxymethoxy)-2-iodo-3-methylbenzene ClC=1C=C(C(=C(C1)OCOCC)I)C